2-(7-ethyl-4-oxopyrazolo[1,5-d][1,2,4]triazin-5(4H)-yl)acetic acid C(C)C1=NN(C(C=2N1N=CC2)=O)CC(=O)O